diazaspiro[3.4]octane-8-carboxamide N1NCC12CCCC2C(=O)N